2-(4-methoxyphenyl)propionitrile COC1=CC=C(C=C1)C(C#N)C